[6-(2-tert-butoxycarbonyl-2,6-diazaspiro[3.3]heptan-6-yl)-3-pyridinyl]boronic acid C(C)(C)(C)OC(=O)N1CC2(C1)CN(C2)C2=CC=C(C=N2)B(O)O